2-bromo-5-oxo-12-oxa-3-thia-6-azatricyclo[6.4.1.04,13]Tridec-1,4(13),7-triene-7-carboxylic acid ethyl ester C(C)OC(=O)C=1NC(C=2SC(=C3OCCCC1C32)Br)=O